FC1=C(C=CC=C1)C(=O)C1=C(C=CC(=C1)C)O (2-fluorophenyl)(2-hydroxy-5-methyl-phenyl)-methanone